NNC(=NN)NN 1,2,3-triaminoguanidine